ClC1=CC(=NC=2N1N=CC2C(C)C)C2=NC(=NC=C2)SC 7-chloro-3-isopropyl-5-(2-methylsulfanyl-pyrimidin-4-yl)pyrazolo[1,5-a]pyrimidine